C(C)(C)[C@@H]1[C@H](C[C@H](CC1)C)OC(C(F)(F)Br)=O (1S,2R,5S)-2-isopropyl-5-methylcyclohexyl-2-bromo-2,2-difluoroacetic acid